C(C=C)(=O)N1CC2=CC=CC(=C2CC1)C1=C2C(=C(NC2=C(C=C1F)C(=O)N)C)C1=CC=C(C=C1)F (RS)-4-(2-acryloyl-1,2,3,4-tetrahydroisoquinolin-5-yl)-5-fluoro-3-(4-fluorophenyl)-2-methyl-1H-indole-7-carboxamide